di(naphthyl)iodonium tetrafluoroborate F[B-](F)(F)F.C1(=CC=CC2=CC=CC=C12)[I+]C1=CC=CC2=CC=CC=C12